C1=NC=CC2=CC(=CC=C12)[C@@H]1N(C[C@H](CC1)C)C(C(=O)NC=1C=C(C=NC1)C(=O)N)=O 5-[[2-[(2R,5S)-2-(6-Isoquinolyl)-5-methyl-1-piperidyl]-2-oxo-acetyl]amino]pyridine-3-carboxamide